2-(4-bromo-1-(2,5-difluorophenyl)but-3-yn-1-yl)-4-fluoroisoindolin-1-one BrC#CCC(C1=C(C=CC(=C1)F)F)N1C(C2=CC=CC(=C2C1)F)=O